CC=1C=NC=CC1C1=C2CNC(C2=CC=C1)=O 4-(3-methylpyridin-4-yl)isoindolin-1-one